C(C)(C)(C)N1N=C(C=C1NC=1C=CC2=C(CN(S2(=O)=O)CC2=CC=C(C=C2)OC)C1F)[C@@H]1C[C@@H](CC1)OC1=NC=CC=C1 cis-5-((1-(tert-butyl)-3-(3-(pyridin-2-yloxy)cyclopentyl)-1H-pyrazol-5-yl)amino)-4-fluoro-2-(4-methoxybenzyl)-2,3-dihydrobenzo[d]isothiazole 1,1-dioxide